5-(tert-butyl)-N-(4-(6-(3-fluoropyrrolidin-1-yl)pyrrolo[2,1-f][1,2,4]triazin-4-yl)-2-methylbenzyl)-1,2,4-oxadiazole-3-carboxamide trifluoroacetate FC(C(=O)O)(F)F.C(C)(C)(C)C1=NC(=NO1)C(=O)NCC1=C(C=C(C=C1)C1=NC=NN2C1=CC(=C2)N2CC(CC2)F)C